[C@H]12CN(C[C@H](CC1)N2)C2=NC(=NC1=C(C(=C(C=C21)F)C=2C=C(C=C(C2C2CC2)Cl)O)F)OC[C@@]2(CN(CCC2(F)F)C)C 3-(4-((1R,5S)-3,8-diazabicyclo[3.2.1]octan-3-yl)-2-(((S)-4,4-difluoro-1,3-dimethylpiperidin-3-yl)methoxy)-6,8-difluoroquinazolin-7-yl)-5-chloro-4-cyclopropylphenol